4-(difluoromethyl)-5-[4-(3,3-dimethylmorpholin-4-yl)-6-[(3R)-3-methylmorpholin-4-yl]-1,3,5-triazin-2-yl]pyridin-2-amine FC(C1=CC(=NC=C1C1=NC(=NC(=N1)N1C(COCC1)(C)C)N1[C@@H](COCC1)C)N)F